C(CCCCCCCCCCCCCCCCC)(=O)OCC(CC)OC(CCCCCCCCCCCCCCCCC)=O 1,2-butylene glycol distearate